C1=NC=CC=2CCN=C(C12)C(=O)[O-] [2,7]naphthyridine-8(6H)-carboxylate